Tert-butyl (S)-(3-(2-(2-(2-naphthamido)benzamido)-3-phenylpropanamido)propyl)-carbamate C1=C(C=CC2=CC=CC=C12)C(=O)NC1=C(C(=O)N[C@H](C(=O)NCCCNC(OC(C)(C)C)=O)CC2=CC=CC=C2)C=CC=C1